CNC(=O)C1=NC=CC(=C1)C N,4-dimethylpyridineamide